ClC=1C(=C(C=CC1)N1C=NC2=C1C(OC(C2)(C)CO)=O)F 3-(3-chloro-2-fluorophenyl)-6-(hydroxymethyl)-6-methyl-3H,4H,6H,7H-pyrano[3,4-d]imidazol-4-one